BrC1=CC=2C(C3=CC(=CC=C3C2C=C1)Br)(C1=CC=CC=C1)C=1C=CC=2N(C3=CC=C(C=C3C2C1)C1(C2=CC(=CC=C2C=2C=CC(=CC12)Br)Br)C1=CC=CC=C1)CC 3,6-bis(2,7-dibromo-9-phenyl-9H-fluoren-9-yl)-9-ethyl-9H-carbazole